N=1C=NN2C1C=CC(=C2)C=2C=CN1N=C(N=C(C12)OC)NC1CCN(CC1)C(C)=O 1-(4-((5-([1,2,4]triazolo[1,5-a]pyridin-6-yl)-4-methoxypyrrolo[2,1-f][1,2,4]triazin-2-yl)amino)piperidin-1-yl)ethan-1-one